ClC1=CC=CC2=C1NC(O2)=O 4-chloro-2(3H)-benzoxazolone